methyl 4-(benzenesulfonyl)-2-benzyl-1H,2H,3H,4H-pyrrolo[3,4-b]indole-7-carboxylate C1(=CC=CC=C1)S(=O)(=O)N1C2=C(C=3C=C(C=CC13)C(=O)OC)CN(C2)CC2=CC=CC=C2